C(C)(C)(C)C1=CC2(C(C(=NO2)C2=CC(=C(C=C2)OC)OC)C2=CC=CC=C2)C=C(C1=O)C(C)(C)C 7,9-di-tert-butyl-3-(3,4-dimethoxyphenyl)-4-phenyl-1-oxa-2-azaspiro[4.5]deca-2,6,9-trien-8-one